BrC1=C(C(=C2C(=NC(N(C2=C1)C=1C(=NC=CC1)C(C)C)=O)O)OC[C@@H]1CN(CCN1)C(=O)OC(C)(C)C)Cl tert-butyl (S)-3-(((7-bromo-6-chloro-4-hydroxy-1-(2-isopropylpyridin-3-yl)-2-oxo-1,2-dihydroquinazolin-5-yl)oxy)methyl)piperazin-1-carboxylate